(Z)-3-(3-(3,5-bis(trifluoromethyl)phenyl)-1H-1,2,4-triazol-1-yl)-1-(3-((dimethylamino)methyl)-3-fluoroazetidin-1-yl)prop-2-en-1-one FC(C=1C=C(C=C(C1)C(F)(F)F)C1=NN(C=N1)\C=C/C(=O)N1CC(C1)(F)CN(C)C)(F)F